CN(C=1SC=C(N1)C1=C2C(=NC=C1)NC=C2)C2=CC=CC=C2 N-methyl-N-phenyl-4-(1H-pyrrolo[2,3-b]pyridin-4-yl)-1,3-thiazol-2-amine